(S)-1-[(S)-1-({3-[(4,4-Difluoro-1-piperidyl)methyl]-1,5-dioxa-9-aza-9-spiro[5.5]undecyl}carbonyl)-3-methylbutyl]-3-isobutyl-4-methyl-2-piperazinone FC1(CCN(CC1)CC1COC2(OC1)CCN(CC2)C(=O)[C@H](CC(C)C)N2C([C@@H](N(CC2)C)CC(C)C)=O)F